N=1N(N=CC1)C1=CC=2N(C(=N1)N)N=CN2 7-(2H-1,2,3-triazol-2-yl)-[1,2,4]Triazolo[1,5-c]Pyrimidin-5-amine